(3,6,9,12-tetraazatetradecane-1,14-diyl)distearamide tert-butyl-(2-methoxyethyl)(2-((2-phenyl-7-((tetrahydro-2H-pyran-4-yl)amino)-1H-indol-5-yl)methoxy)ethyl)carbamate C(C)(C)(C)OC(N(CCOCC=1C=C2C=C(NC2=C(C1)NC1CCOCC1)C1=CC=CC=C1)CCOC)=O.C(CNCCNCCNCCNCCCCCCCCCCCCCCCCCCCC(=O)N)CCCCCCCCCCCCCCCCCC(=O)N